2-(4-chlorophenyl)-N,N-dipropylacrylamide ClC1=CC=C(C=C1)C(C(=O)N(CCC)CCC)=C